C1(CC1)N1C[C@@H](CC1)NC1=C(C=C(C=C1)S(=O)(=O)NC(C1=C(C=CC=C1)OC=1C=C2C(=NC1)NC=C2)=O)[N+](=O)[O-] 1-N-[(4-{[(3R)-1-cyclopropylpyrrolidin-3-yl]amino}-3-nitrophenyl)sulfonyl]-2-(1H-pyrrolo[2,3-b]pyridin-5-yloxy)benzamide